FC1(CN(CCC1)C(=O)OC(C)(C)C)COC=1C(=NC=CC1)C(F)(F)F tert-butyl 3-fluoro-3-({[2-(trifluoromethyl)pyridin-3-yl]oxy}methyl)piperidine-1-carboxylate